FC1=C(C=C(C=C1)F)C(CF)C=1C=C2C(=NNC2=CC1)NC(C1=C(C=C(C=C1)N1C(CN(CC1)CC)C)NC1CCOCC1)=O N-(5-(1-(2,5-difluorophenyl)-2-fluoroethyl)-1H-indazol-3-yl)-4-(2-methyl-4-ethylpiperazin-1-yl)-2-((tetrahydro-2H-pyran-4-yl)amino)benzamide